C1(=C(CCCC1)C(=O)[O-])C(=O)[O-] cyclohexene-1,2-diformate